C(C1=CC=CC=C1)(C1=CC=CC=C1)[C@@H]1N2C(C=3N(C1)C(=CN3)C(=O)NC3CC3)=C(C(C=C2)=O)O (S)-6-benzhydryl-N-cyclopropyl-11-hydroxy-10-oxo-5,6-dihydro-10H-imidazo[1,2-a]pyrido[2,1-c]pyrazine-3-carboxamide